NC=1C=C(C=C(C1)C(F)(F)F)[C@@H](C)NC1=NC(=NC2=C3C(=C(C=C12)O[C@@H]1COCC1)N(N=C3)C)C N-((R)-1-(3-amino-5-(trifluoromethyl)phenyl)ethyl)-2,7-dimethyl-6-(((S)-tetrahydrofuran-3-yl)oxy)-7H-pyrazolo[3,4-h]quinazolin-4-amine